(2S)-(4-carbamoyl-5-methylthiazol-2-ylthio)-N-{[4-(3,4-dichlorobenzyl)morpholin-2-yl]methyl}acetamide C(N)(=O)C=1N=C(SC1C)SCC(=O)NC[C@H]1CN(CCO1)CC1=CC(=C(C=C1)Cl)Cl